N-(6-(3-Azabicyclo[3.1.0]hexan-3-yl)-4-(1-(cyclopropylmethyl)piperidin-4-yl)-3-fluoropyridin-2-yl)-5-cyclopropylpyrazin-2-amine C12CN(CC2C1)C1=CC(=C(C(=N1)NC1=NC=C(N=C1)C1CC1)F)C1CCN(CC1)CC1CC1